tin propylheptanoate C(CC)OC(CCCCCC)=O.[Sn]